C(N)(=O)C1=C(C(=CC(=C1)Cl)C)NC(=O)C=1N(N=C(C1)CN1N=C2C=CC=C(C2=C1)Cl)C1=NC=CC=C1Cl N-(2-carbamoyl-4-chloro-6-methyl-phenyl)-5-[(4-chloroindazol-2-yl)methyl]-2-(3-chloro-2-pyridyl)pyrazole-3-carboxamide